hexadecyl 2,2,2-trichloroethyl carbonate C(OCCCCCCCCCCCCCCCC)(OCC(Cl)(Cl)Cl)=O